4-(propane-2-sulfonyl)benzonitrile CC(C)S(=O)(=O)C1=CC=C(C#N)C=C1